tetradecadienyl-L-carnitine CCCCCCCCCCC=CC=C[C@@](CC(=O)[O-])(C[N+](C)(C)C)O